(2,2'-dimethyl-3'-(prop-2-yn-1-yloxy)-[1,1'-biphenyl]-3-yl)methanol CC1=C(C=CC=C1CO)C1=C(C(=CC=C1)OCC#C)C